C(C)(C)(C)OC(=O)N1C(CCCC1)=CN1CCOCC1 (morpholinomethylene)piperidine-1-carboxylic acid tert-butyl ester